C1(CC1)[C@H]1N(S(OC1)(=O)=O)C(=O)OC(C)(C)C tert-butyl (R)-4-cyclopropyl-1,2,3-oxathiazolidine-3-carboxylate 2,2-dioxide